((6-(difluoromethoxy)-2-(3'-(6-(difluoromethoxy)-5-((methylamino)methyl)benzo[d]oxazol-2-yl)-2,2'-dimethyl-[1,1'-biphenyl]-3-yl)benzo[d]oxazol-5-yl)methyl)-L-proline FC(OC1=CC2=C(N=C(O2)C=2C(=C(C=CC2)C2=C(C(=CC=C2)C=2OC3=C(N2)C=C(C(=C3)OC(F)F)CNC)C)C)C=C1CN1[C@@H](CCC1)C(=O)O)F